dibromo (5-dibromomethylpyridine-2,3-dicarboxylate) BrC(C=1C=C(C(=NC1)C(=O)OBr)C(=O)OBr)Br